[Si](C)(C)(C(C)(C)C)OCC(COC=1C=NC(=CC1)NC=1N=CC2=C(N1)N(C(C(=C2)C2=C(C=CC=C2Cl)Cl)=O)C)NC(OC(C)(C)C)=O tert-butyl N-[1-[[tert-butyl(dimethyl)silyl]oxymethyl]-2-[[6-[[6-(2,6-dichlorophenyl)-8-methyl-7-oxopyrido[2,3-d]pyrimidin-2-yl]amino]-3-pyridyl]oxy]ethyl]carbamate